(1-(7-bromothieno[3,2-d]pyrimidin-4-yl)piperidin-4-yl)carbamic acid tert-butyl ester C(C)(C)(C)OC(NC1CCN(CC1)C=1C2=C(N=CN1)C(=CS2)Br)=O